FC=1C(=NN2C1CNCCC2)C(=O)N(C)C 3-fluoro-N,N-dimethyl-5,6,7,8-tetrahydro-4H-pyrazolo[1,5-a][1,4]Diazepine-2-carboxamide